FN(C1=CC=CC=C1)P(O)(O)=O fluoroanilinophosphonic acid